FC1(CCN(CC1)C1=CC=CC(=N1)C(=O)NNC(C1=C(C=C(C=C1)I)N1CCC2(CC2)CC1)=O)F 6-(4,4-difluoropiperidin-1-yl)-N'-(4-iodo-2-(6-azaspiro[2.5]octane-6-yl)benzoyl)pyridinehydrazide